N-(5-(1-(methoxymethyl)cyclobutane-1-carbonyl)-5,6-dihydro-4H-pyrrolo[3,4-d]thiazol-2-yl)-4-(2-methoxyphenyl)-6-methylnicotinamide COCC1(CCC1)C(=O)N1CC=2N=C(SC2C1)NC(C1=CN=C(C=C1C1=C(C=CC=C1)OC)C)=O